CN(C([C@H]([C@H](CC)C)NC(=O)[C@@H]1NCCCC1)=O)[C@H](C[C@@H](OC)C=1SC=C(N1)C(=O)NC(CC(C(=O)O)C)CC1=CC=CC=C1)C(C)C 4-(2-((1R,3R)-3-((2s,3s)-N,3-dimethyl-2-((R)-piperidine-2-carboxamido)pentanamido)-1-methoxy-4-methylpentyl)thiazole-4-carboxamido)-2-methyl-5-phenylpentanoic acid